3-[2-(3-pyridyl)ethynyl]Benzamide N1=CC(=CC=C1)C#CC=1C=C(C(=O)N)C=CC1